N-((S)-1-(3-chlorophenyl)-2-hydroxyethyl)-1-(5-methyl-2-((tetrahydro-2H-pyran-3-yl)amino)pyrimidin-4-yl)-1H-pyrrole-3-carboxamide ClC=1C=C(C=CC1)[C@@H](CO)NC(=O)C1=CN(C=C1)C1=NC(=NC=C1C)NC1COCCC1